(4-(bis(3-hydroxyphenyl)methylene)piperidin-1-yl)(5-methylpyridin-3-yl)methanone OC=1C=C(C=CC1)C(=C1CCN(CC1)C(=O)C=1C=NC=C(C1)C)C1=CC(=CC=C1)O